ClC=CC(F)(F)F 1-chloro-3,3,3-trifluoro-propene